C(C)N(C=1C=CC2=C(C=CC=3N=C4C=C(\C(\C=C4OC23)=C/C[NH3+])F)C1)CC (Z)-N-(3-(diethylamino)-9-fluoro-10H-benzo[c]phenoxazin-10-ylidene)ethylammonium